racemic-2-(pyridin-2-yldisulfaneyl)cyclopentan-1-ol N1=C(C=CC=C1)SSC1C(CCC1)O